O=S1(N(CCC1)C1=CC2=C(N=C(S2)N[C@@H]2C[C@@H](CC2)CNC(=O)C2=CC(=NO2)C)C=C1)=O |r| N-[[rac-(1R,3S)-3-[[6-(1,1-dioxo-1,2-thiazolidin-2-yl)-1,3-benzothiazol-2-yl]amino]cyclopentyl]methyl]-3-methylisoxazole-5-carboxamide